ditetrahydroquinolinyl-nitrogen N1(CCCC2=CC=CC=C12)[N]N1CCCC2=CC=CC=C12